O=C1N(CCN1)C(=O)OC1=CC(=C2C(=N1)SC(=C2)C(NC)=O)C(F)(F)F 2-(methylcarbamoyl)-4-(trifluoromethyl)thieno[2,3-b]pyridin-6-yl 2-oxoimidazolidine-1-carboxylate